C12(CCC(CC1)CC2)C2=NC=C1C=NC(=NN12)S(=O)C 7-{bicyclo[2.2.2]octan-1-yl}-2-methanesulfinylimidazo[4,3-f][1,2,4]triazine